C(C)(C)(C)OC(NC[C@H]1C[C@@H]([C@@H]2OC(O[C@@H]21)(C)C)O)=O tert-Butyl-N-{[(3aR,4R,6S,6aS)-6-hydroxy-2,2-dimethyl-tetrahydro-3aH-cyclopenta[d][1,3]dioxol-4-yl]methyl}carbamate